(4-bromo-3-methylphenyl)methylamine BrC1=C(C=C(C=C1)CN)C